C(C=C)OCC1=C(C=C(C=C1)Cl)[Mg]Cl (2-((allyloxy)methyl)-5-chlorophenyl)magnesium chloride